tert-butyl (1R,4R)-5-(2-(3,7-dibromo-10H-phenothiazin-10-yl)ethyl)-2,5-diazabicyclo[2.2.1]heptane-2-carboxylate BrC=1C=CC=2N(C3=CC=C(C=C3SC2C1)Br)CCN1[C@H]2CN([C@@H](C1)C2)C(=O)OC(C)(C)C